C1(CC1)C1=NNC(=C1)NC1=CC2=C(C(=NO2)NS(=O)(=O)C2=C(C=C(C=C2OC)C2CN(CC(C2)(F)F)C)OC)C=C1OC N-{6-[(3-cyclopropyl-1H-pyrazol-5-yl)amino]-5-methoxy-1,2-benzoxazol-3-yl}-4-(5,5-difluoro-1-methylpiperidin-3-yl)-2,6-dimethoxybenzene-1-sulfonamide